(S)-1-(5-((3-chloro-2-methylphenyl)thio)pyrazin-2-yl)-4'H,6'H-spiro[piperidine-4,5'-pyrrolo[1,2-b]pyrazol]-4'-amine ClC=1C(=C(C=CC1)SC=1N=CC(=NC1)N1CCC2([C@@H](C=3N(N=CC3)C2)N)CC1)C